(S)-1-((2S,5R)-5-(5-amino-9-fluoro-8-methoxy-[1,2,4]triazolo[1,5-c]quinazolin-2-yl)-2-methylpiperidin-1-yl)-2-hydroxypropan-1-one NC1=NC=2C=C(C(=CC2C=2N1N=C(N2)[C@@H]2CC[C@@H](N(C2)C([C@H](C)O)=O)C)F)OC